C[Pt](C1(C(=C(C=C1)C[Si](OC)(OC)OC)[Si](C)(C)CC=C)[Si](CC=C)(C)C)(C)C Trimethyl-[(trimethoxysilyl)methyl-bis(allyldimethylsilyl)cyclopentadienyl]platinum (IV)